(SR)-7-bromo-4'-chloro-2'-(((2R,7aS)-2-fluorotetrahydro-1H-pyrrolizin-7a(5H)-yl)methoxy)-3,4,5',8'-tetrahydro-2H-spiro[naphthalene-1,7'-pyrano[4,3-b]pyridine]-1'-oxide BrC1=CC=C2CCC[C@]3(CC4=[N+](C(=CC(=C4CO3)Cl)OC[C@]34CCCN4C[C@@H](C3)F)[O-])C2=C1 |&1:8|